ClC=1C=C(C=C(C1Cl)Cl)[C@@]1(CC(=NO1)C1=CC(=C(S1)C(=O)NCC(NCC(F)(F)F)=O)C)C(F)(F)F 5-((5S)-4,5-dihydro-5-(3,4,5-trichlorophenyl)-5-(trifluoromethyl)-3-isoxazolyl)-3-methyl-N-(2-oxo-2-((2,2,2-trifluoroethyl)amino)ethyl)-2-thiophenecarboxamide